NC1=NC(N(C=C1)C([C@H](CO)CC(CCOP(O)=O)OCCCCCCCCCCCCCCCC)OC(C1=CC=CC=C1)(C1=CC=CC=C1)C1=CC=CC=C1)=O Phosphonic acid [[(S)-2-(4-amino-2-oxo-1(2H)-pyrimidinyl)-1-(hydroxymethyl)-2-(triphenylmethoxy)ethyl]methyl]mono[3-(hexadecyloxy)propyl] ester